5-(trifluoromethyl)-1H-pyrazole-4-carbonyl chloride FC(C1=C(C=NN1)C(=O)Cl)(F)F